(3S,6S,9aR)-1-((E)-3-(benzo[d]thiazol-2-yl)acryloyl)-8-((R)-1-(4-hydroxybutyl)pyrrolidin-3-yl)-3-isobutyl-6-neopentylhexahydro-4H-pyrazino[1,2-a]pyrimidine-4,7(6H)-dione S1C(=NC2=C1C=CC=C2)/C=C/C(=O)N2[C@@H]1N(C([C@H](C2)CC(C)C)=O)[C@H](C(N(C1)[C@H]1CN(CC1)CCCCO)=O)CC(C)(C)C